((1r,4r)-4-(6-amino-5-methoxybenzo[d]oxazol-2-yl)cyclohexyl)methanol NC1=CC2=C(N=C(O2)C2CCC(CC2)CO)C=C1OC